CN(C(=O)C1N(CCC1)C=1NC(C=C(C1)N1[C@@H](COCC1)C)=O)C N,N-dimethyl-1-[4-[(3R)-3-methylmorpholin-4-yl]-6-oxo-1H-pyridin-2-yl]pyrrolidine-2-carboxamide